C1(CCCCC1)CNCC=1C=CC=2N(C1)C=C(N2)CN2C(C1=CN=CC(=C1C=C2)C2=CC=CC=C2)=O 2-[(6-{[(cyclohexylmethyl)amino]methyl}imidazo[1,2-a]pyridin-2-yl)methyl]-5-phenyl-1,2-dihydro-2,7-naphthyridin-1-one